C(C)(=O)ON1C(CN(CCN(CCN(CC1)OC(C)=O)OC(C)=O)OC(C)=O)CC1=CC=C(C=C1)OCCCCCCCNC(=O)OC(C)(C)C 2'''-(2-(4-((7-((tert-butoxycarbonyl) amino) heptyl) oxy) benzyl)-1,4,7,10-tetraazacyclododecane-1,4,7,10-tetrayl) tetraacetate